C(=O)C1SC(=C(S1)NC)NC 2-formyl-4,5-dimethylamino-1,3-dithiol